methyl (S)-2-((6-((6-methoxy-2-methyl-1,2,3,4-tetrahydroisoquinolin-7-yl)amino)-1H-pyrazolo[3,4-d]pyrimidin-1-yl)methyl)pyrrolidine-1-carboxylate trifluoroacetate FC(C(=O)O)(F)F.COC=1C=C2CCN(CC2=CC1NC1=NC=C2C(=N1)N(N=C2)C[C@H]2N(CCC2)C(=O)OC)C